NC1=C(C2=C(S1)C(=CC=C2C=2C1=C(C=3C=NC(=NC3C2F)OCC2(CC2)CN2CCC(CC2)=C(F)F)COC1)F)C#N (S)-2-Amino-4-(3-((1-((4-(difluoromethylidene)piperidin-1-yl)methyl)cyclopropyl)methoxy)-5-fluoro-7,9-dihydrofuro[3,4-f]quinazolin-6-yl)-7-fluoro-benzo[b]thiophene-3-carbonitrile